4-(2-(3-chloro-4-cyano-2-methylphenyl)-2,8-diazaspiro[4.5]dec-8-yl)benzoic acid ClC=1C(=C(C=CC1C#N)N1CC2(CC1)CCN(CC2)C2=CC=C(C(=O)O)C=C2)C